6-tert-butyl-2-methyl-7-oxo-5H-pyrrolo[3,4-b]Pyridine C(C)(C)(C)N1C(C2=NC(=CC=C2C1)C)=O